4-bromo-1-(tetrahydro-2H-pyran-2-yl)-6,7-dihydro-1H-spiro[cyclopenta[f]indazole-5,1'-cyclopropane] BrC1=C2C=NN(C2=CC2=C1C1(CC1)CC2)C2OCCCC2